8-((5-(4-(methyl-amino)piperidin-1-yl)pyridin-2-yl)amino)-5-(pyridin-4-yl)isoquinolin-1(2H)-one CNC1CCN(CC1)C=1C=CC(=NC1)NC=1C=CC(=C2C=CNC(C12)=O)C1=CC=NC=C1